BrC=1C2=C(C=3C=NC(=NC3C1Cl)OC[C@]13CCCN3CC(C1)=C)COC2 (S)-6-Bromo-5-chloro-3-((2-methylidenetetrahydro-1H-pyrrolizin-7a(5H)-yl)methoxy)-7,9-dihydrofuro[3,4-f]quinazoline